O[C@](CN1N=CC(=C1)C#N)(C)[C@H]1CC[C@H]2[C@@H]3CC[C@@H]4C[C@]([C@H](C[C@@H]4[C@H]3CC[C@]12C)C)(C)O 1-((R)-2-hydroxy-2-((2S,3S,5R,8R,9R,10S,13S,14S,17S)-3-hydroxy-2,3,13-trimethylhexadecahydro-1H-cyclopenta[a]phenanthren-17-yl)propyl)-1H-pyrazole-4-carbonitrile